6-(4-(5-((7-(but-2-ynyloxy)-4-oxo-3,4-dihydrophthalazin-1-yl)methyl)-2-fluorobenzoyl)piperazin-1-yl)nicotinonitrile C(C#CC)OC1=CC=C2C(NN=C(C2=C1)CC=1C=CC(=C(C(=O)N2CCN(CC2)C2=NC=C(C#N)C=C2)C1)F)=O